2-{3-[(2R,6S)-2,6-Dimethylmorpholin-4-carbonyl]-5,6-dihydrocyclopenta[c]pyrazol-1(4H)-yl}-1-[4-(naphthalin-2-yl)piperidin-1-yl]ethan-1-on C[C@@H]1CN(C[C@@H](O1)C)C(=O)C=1C2=C(N(N1)CC(=O)N1CCC(CC1)C1=CC3=CC=CC=C3C=C1)CCC2